NC1SC=CC=C1N 2,3-diamino-thiopyran